9-(4-((1-(3-fluoropropyl)pyrrolidin-3-yl)methyl)phenyl)-8-(4-(trifluoromethyl)phenyl)-6,7-dihydro-5H-benzo[7]annulene-3-carboxylic acid hydrochloride Cl.FCCCN1CC(CC1)CC1=CC=C(C=C1)C1=C(CCCC2=C1C=CC(=C2)C(=O)O)C2=CC=C(C=C2)C(F)(F)F